acetyl-3-phenylpyridine C(C)(=O)C1=NC=CC=C1C1=CC=CC=C1